C(CCC)OOC1CC(CC(C1)C)(C)C butylperoxy-3,3,5-trimethylcyclohexan